FC1=CC=C(C=C1)CC(=O)NC1=NC=CC(=C1)C1=C(C=2N=NC=CC2N1)C1=CC=CC=C1 2-(4-Fluorophenyl)-N-[4-(7-phenyl-5H-pyrrolo[3,2-c]pyridazin-6-yl)pyridin-2-yl]acetamid